2-(4-chloro-6-methoxypyrimidin-2-ylcarbamoylsulfonyl)benzoic acid methyl ester COC(C1=C(C=CC=C1)S(=O)(=O)C(NC1=NC(=CC(=N1)Cl)OC)=O)=O